BrC=1C=C2C3(CN(C2=CC1)C(=O)C=1C=C(C=CC1)S(=O)(=O)NC1(CCC1)C)CCC1(CC3)CC1 3-(5''-bromodispiro[cyclopropane-1,1'-cyclohexane-4',3''-indoline]-1''-carbonyl)-N-(1-methylcyclobutyl)benzenesulfonamide